CC1=NNC(=C1)CN(CC1=CC(=CC=C1)CNCC1=NC=CC=C1)C1CCCC=2C=CC=NC12 N-(3-methyl-1H-pyrazol-5-ylmethyl)-N'-(2-pyridinylmethyl)-N-(5,6,7,8-tetrahydro-8-quinolinyl)-1,3-benzenedimethanamine